(S)-1-(2-((tert-butoxycarbonyl)amino)propyl)-5-fluoro-1H-pyrrole-3-carboxylic acid C(C)(C)(C)OC(=O)N[C@H](CN1C=C(C=C1F)C(=O)O)C